2-[(2-Hydroxyethyl)amino]-1-methoxy-5-nitrobenzol OCCNC1=C(C=C(C=C1)[N+](=O)[O-])OC